2-(2-ethoxy-3-pyridyl)-N-(imidazo[1,2-a]pyridin-5-ylmethyl)-5-isopropyl-7-methyl-imidazo[1,5-b]pyridazin-4-amine C(C)OC1=NC=CC=C1C=1C=C(C=2N(N1)C(=NC2C(C)C)C)NCC2=CC=CC=1N2C=CN1